C(C)(C)(C)C1NCC12CC=C(CC2)C=2C=NN1C2C=C(C=C1)OCC1=CC=CC=C1 tert-butyl-7-(5-(benzyloxy)pyrazolo[1,5-a]pyridin-3-yl)-2-azaspiro[3.5]non-6-en